methyl 4-((1S,2S,5R)-1-hydroxy-2-isopropyl-5-methylcyclohexane-1-carboxamido)-3-phenylbutanoate O[C@@]1([C@@H](CC[C@H](C1)C)C(C)C)C(=O)NCC(CC(=O)OC)C1=CC=CC=C1